BrC=1C=C(C=CC1)N(C1=NC=2N(C3=CC(=CC=C13)Cl)C(=NN2)SC)C N-(3-bromophenyl)-8-chloro-N-methyl-1-(methylthio)-[1,2,4]triazolo[4,3-a]quinazolin-5-amine